α-dimethylaminobutyrophenone CN(C(C(=O)C1=CC=CC=C1)CC)C